(1R,3R)-N-((R)-(2,3-dichloro-6-fluorophenyl)(1-methylcyclopentyl)methyl)-3-(3-methylureido)cyclopentane-1-carboxamide ClC1=C(C(=CC=C1Cl)F)[C@H](NC(=O)[C@H]1C[C@@H](CC1)NC(=O)NC)C1(CCCC1)C